2-[(2-Methyl-4-oxo-4H-pyran-3-yl)oxy]-acetic acid CC=1OC=CC(C1OCC(=O)O)=O